COCC(CC(C)C)(CCCC(C)C)COC 4,4-bis(methoxymethyl)-2,8-dimethylnonane